ClC1=C2N=C(C=NC2=CC=C1OC1=CC2=C(N(C(=N2)C)COCC[Si](C)(C)C)C=C1)C=1C=NN(C1)CC1CC(C1)(F)F 2-[[5-[5-chloro-3-[1-[(3,3-difluorocyclobutyl)methyl]pyrazol-4-yl]quinoxalin-6-yl]oxy-2-methyl-benzimidazol-1-yl]methoxy]ethyl-trimethyl-silane